methylpropyl-acrylamide CC=C(C(=O)N)CCC